2-((4-fluoro-2-isopropylphenyl)amino)-N-(6-methoxy-2-methylpyridin-3-yl)-4-methylbenzamide FC1=CC(=C(C=C1)NC1=C(C(=O)NC=2C(=NC(=CC2)OC)C)C=CC(=C1)C)C(C)C